N-(4-benzofuran-2-yl-phenyl)-N-(4-benzothien-2-yl-phenyl)-N-{4-(2-naphthalen-2-yl-benzooxazol-6-yl)-phenyl}-amine O1C(=CC2=C1C=CC=C2)C2=CC=C(C=C2)N(C2=CC=C(C=C2)C2=CC1=C(N=C(O1)C1=CC3=CC=CC=C3C=C1)C=C2)C2=CC=C(C=C2)C=2SC1=C(C2)C=CC=C1